[Pd].[Pd].C(C1=CC=CC=C1)=CC(=O)C=CC1=CC=CC=C1.C(C1=CC=CC=C1)=CC(=O)C=CC1=CC=CC=C1.C(C1=CC=CC=C1)=CC(=O)C=CC1=CC=CC=C1 trisdibenzylideneacetone dipalladium (0)